(S)-1-(1-(3,4-Difluorobenzyl)piperidin-3-yl)ethan-1-one FC=1C=C(CN2C[C@H](CCC2)C(C)=O)C=CC1F